O=C1NC(CCC1N1C(C2=CC=C(C=C2C1)CN1CCN(CC1)[C@@H]1CC[C@H](CC1)CNC1=C(C=C(C=C1)S(=O)(=O)NC(C1=CC=CC=C1)=O)[N+](=O)[O-])=O)=O N-((4-((((trans)-4-(4-((2-(2,6-dioxopiperidin-3-yl)-1-oxoisoindolin-5-yl)methyl)piperazin-1-yl)cyclohexyl)methyl)amino)-3-nitrophenyl)sulfonyl)benzamide